Cl.C1(=CC=C(C=C1)C(O)C1=CC=C(C=C1)C)C di-p-tolyl-methanol hydrochloride